NCC1=CC=CC=C1 4-(aminomethyl)benzene